2-[(E)-5-(4-Hydroxyphenyl)pent-4-en-2-yl]benzene-1,3-diol OC1=CC=C(C=C1)/C=C/CC(C)C1=C(C=CC=C1O)O